COC=1C=C(C=C(C1C)OC)C(CCCCC)C1=C(C=C(O)C=C1)O 4-[1-(3,5-dimethoxy-4-methylphenyl)hexyl]resorcinol